Alpha-Naphthal C1(=CC=CC2=CC=CC=C12)C=O